tert-butyl 4-[2-[2-(2,4-difluorophenyl)phenyl]-3-methyl-imidazo[1,2-a]pyridine-7-carbonyl]piperazine-1-carboxylate FC1=C(C=CC(=C1)F)C1=C(C=CC=C1)C=1N=C2N(C=CC(=C2)C(=O)N2CCN(CC2)C(=O)OC(C)(C)C)C1C